CN1N=CC(=C1C)C=1SC(=CN1)C=O (2-(1,5-dimethyl-1H-pyrazol-4-yl)thiazol-5-yl)methanone